4-amino-5-chloro-2,3-dihydro-1-benzofuran-7-carboxylic acid methyl ester COC(=O)C1=CC(=C(C=2CCOC21)N)Cl